thiomorpholin-1,1-dioxide N1CCS(CC1)(=O)=O